[14C]glycerol O[14CH2]C(O)CO